N-(6-(2-hydroxypropan-2-yl)-2-(piperidin-4-yl)-2H-indazol-5-yl)-6-(trifluoromethyl)picolinamide OC(C)(C)C=1C(=CC2=CN(N=C2C1)C1CCNCC1)NC(C1=NC(=CC=C1)C(F)(F)F)=O